3-formyl-L-asparagine benzyl ester C(C1=CC=CC=C1)OC([C@@H](N)C(C(N)=O)C=O)=O